O=C1NC(CCC1N1CC2=CC=C(C=C2C1=O)CNC(OCC1=CC(=CC=C1)C(C)(C)C)=O)=O (3-tert-butylphenyl)methyl N-{[2-(2,6-dioxopiperidin-3-yl)-3-oxo-2,3-dihydro-1H-isoindol-5-yl]methyl}carbamate